NC[C@@H](C(=O)OCCCCCCCC)C (S)-n-octyl beta-aminoisobutyrate